(2-(4-(4-carboxyphenyl)piperazin-1-yl)-2-oxoethyl)-5-chloro-1H-indole-2-carboxylic acid C(=O)(O)C1=CC=C(C=C1)N1CCN(CC1)C(CN1C(=CC2=CC(=CC=C12)Cl)C(=O)O)=O